(S)-6-(1-amino-1,3-dihydrospiro[indene-2,4'-piperidin]-1'-yl)-3-(1-(3-(1-methyl-1H-pyrazol-4-yl)phenyl)cyclopropyl)-1,5-dihydro-4H-pyrazolo[3,4-d]pyrimidin-4-one N[C@@H]1C2=CC=CC=C2CC12CCN(CC2)C=2NC(C1=C(N2)NN=C1C1(CC1)C1=CC(=CC=C1)C=1C=NN(C1)C)=O